FC(OC1=CC=C(C=C1)N1N=C(C=2C1=NC=CN2)C2CN(C2)C(=O)OC(C)(C)C)(F)F tert-butyl 3-(1-(4-(trifluoromethoxy)phenyl)-1H-pyrazolo[3,4-b]pyrazin-3-yl)azetidine-1-carboxylate